C[C@H]1CN(C[C@H](O1)C)C1=CC(=NC=N1)C1=NNC2=C1C(=NC=C2)NC2C[C@H](O[C@H](C2)C)C 3-(6-((2S,6R)-2,6-dimethylmorpholinyl)pyrimidin-4-yl)-N-((2R,4R,6S)-2,6-dimethyltetrahydro-2H-pyran-4-yl)-1H-pyrazolo[4,3-c]pyridin-4-amine